C(C)(C)C1=NOC(=N1)N1CCC(CC1)[C@@H](C)OC1=NN2C(S1)=NC(=C2)C2=C(C=C(C#N)C=C2)F 4-(2-((R)-1-(1-(3-isopropyl-1,2,4-oxadiazol-5-yl)piperidin-4-yl)ethoxy)imidazo[2,1-b][1,3,4]thiadiazol-6-yl)-3-fluorobenzonitril